N-methyl-4-(tributylstannyl)imidazole CN1C=NC(=C1)[Sn](CCCC)(CCCC)CCCC